(S)-2-Amino-N'-(3,4-dihydroxy-5-methoxybenzylidene)-3-hydroxypropanehydrazide N[C@H](C(=O)NN=CC1=CC(=C(C(=C1)OC)O)O)CO